ClC=1N=CC2=C(N1)C(=NN2C)C2=CCC(CC2)OC(F)F 5-chloro-3-(4-(difluoromethoxy)cyclohex-1-enyl)-1-methyl-1H-pyrazolo[4,3-d]pyrimidine